ClC1=C(C=C(C=C1)S(=O)(=O)NC(C1=C(C=C(C=C1)N1CCN(CC1)CC1=C(CC(CC1)(C)C)C1=CC=C(C=C1)Cl)OC=1C=C2C(=NC1)NC=C2)=O)[N+](=O)[O-] N-[(4-chloro-3-nitrophenyl)sulfonyl]-4-(4-{[2-(4-chlorophenyl)-4,4-dimethylcyclohex-1-en-1-yl]methyl}piperazin-1-yl)-2-(1H-pyrrolo[2,3-b]pyridin-5-yloxy)benzamide